FC1(CCC2=C1N=C(N=C2C2=CC1=C(OCC[S@@]1(=N)=O)C=C2)N2[C@H]([C@@H](C2)O)C)F (R)-6-(7,7-difluoro-2-((2S,3R)-3-hydroxy-2-methylazetidin-1-yl)-6,7-dihydro-5H-cyclopenta[d]pyrimidin-4-yl)-4-imino-3,4-dihydro-2H-4λ4-benzo[b][1,4]oxathiine 4-oxide